Ethyl (S)-3-(((R)-tert-butylsulfinyl)amino)-3-(4,4'-difluoro-2',5,6'-trimethyl-[1,1'-biphenyl]-3-yl)propanoate C(C)(C)(C)[S@@](=O)N[C@@H](CC(=O)OCC)C=1C=C(C=C(C1F)C)C1=C(C=C(C=C1C)F)C